COC1=CC=C(C=C1)COC1=C2C(=NC=C1)C=CS2 7-[(4-methoxyphenyl)methoxy]thieno[3,2-b]pyridine